NC1=NC=CC2=CC=C(C=C12)C=1C=C2C(=NN(C2=CC1)C(CC)CC)COC1=C(C=CC=C1)CC(=O)O 2-(2-((5-(1-aminoisoquinolin-7-yl)-1-(pentan-3-yl)-1H-indazol-3-yl)methoxy)phenyl)acetic acid